BrC1=CN=C2N1N=C(C=C2)N2CCSCC2 4-(3-Bromoimidazo[1,2-b]pyridazin-6-yl)thiomorpholine